2,4-di(benzhydryl)-6-methylaniline C(C1=CC=CC=C1)(C1=CC=CC=C1)C1=C(N)C(=CC(=C1)C(C1=CC=CC=C1)C1=CC=CC=C1)C